4-(4-((5-methoxy-7-methyl-1H-indol-4-yl)methyl)-1-methylpiperidin-3-yl)benzoic acid COC=1C(=C2C=CNC2=C(C1)C)CC1C(CN(CC1)C)C1=CC=C(C(=O)O)C=C1